BrC=1C=C(C=CC1C)CC#N 2-(3-bromo-4-methylphenyl)acetonitrile